ClC1=C(C=CC=C1)C=1N(C(=C(N1)C1=CC=CC=C1)C1=CC=CC=C1)O 2-(2-chlorophenyl)-4,5-diphenyl-1H-imidazol-1-ol